ClC1=CC(=C2C(=N1)C1(OCC2)COCC1)O[C@@H](C)C1CCOCC1 2'-chloro-4'-((S)-1-(tetrahydro-2H-pyran-4-yl)ethoxy)-4,5,5',6'-tetrahydro-2H-spiro[furan-3,8'-pyrano[3,4-b]pyridin]